(3-chloro-5-(((4-((1-(6-(pyridazin-4-yl)-1H-indazol-4-yl)azetidin-3-yl)oxy)butyl)amino)methyl)phenyl)methanol ClC=1C=C(C=C(C1)CNCCCCOC1CN(C1)C1=C2C=NNC2=CC(=C1)C1=CN=NC=C1)CO